COC1C2C=CC(C1OC)C2 (endo)-5,6-dimethoxynorbornene